NC1=CC=C(C=N1)N1CN(C2=CC(=CC=C2C1=O)C(F)(F)F)C1=C(C=C(C=C1)F)C 3-(6-Aminopyridin-3-yl)-1-(4-fluoro-2-methylphenyl)-7-(trifluoromethyl)-2,3-dihydroquinazolin-4(1H)-one